CN(CCNC(C(CCSCCC(=O)OCCCCCCCC)NC(C(CCCCCCCC)CCCCCC)=O)=O)C octyl 3-((4-((2-(dimethylamino)ethyl)amino)-3-(2-hexyldecanamido)-4-oxobutyl)thio)propanoate